2-(4-Fluoro-3-methoxy-phenyl)-ethylamine FC1=C(C=C(C=C1)CCN)OC